1-((1-methyl-1H-tetrazol-5-yl)methoxy)propan-2-one CN1N=NN=C1COCC(C)=O